propyl-3-methylimidazole p-toluenesulfonate CC1=CC=C(C=C1)S(=O)(=O)O.C(CC)C1=NC=CN1C